2-(3-Methoxyphenyl)imidazo[1,2-a]pyrimidine COC=1C=C(C=CC1)C=1N=C2N(C=CC=N2)C1